S1C(=CC=C1)C=1OC(=CC1)C1=CC=CC=C1 2-(2-thienyl)-5-phenylfuran